C(#N)C=1C=CC(=C2C=CC=NC12)N1C[C@@]2(C[C@@]2(C1)C(F)(F)F)C(=O)N[C@@H]1CC[C@H](CC1)N1CCOCC1 |o1:14,16| (1S,5R) or (1R,5S)-3-(8-Cyanoquinolin-5-yl)-N-(trans-4-morpholinocyclohexyl)-5-(trifluoromethyl)-3-azabicyclo[3.1.0]hexane-1-Formamide